CO[Si]1(N(CCC1)CCC(=O)OCCC[Si](OC)(OC)C)OC 2,2-dimethoxy-N-(3-methyldimethoxysilylpropoxycarbonylethyl)-1-aza-2-Silacyclopentane